FC=1C=C2C(=CNC2=CC1)CCC=1N=C(C2=C(N1)OC(=C2C(=O)N)C)NC2(CC2)C [2-(5-fluoro-1H-indol-3-yl)ethyl]-6-methyl-4-[(1-methylcyclopropyl)amino]furo[2,3-d]pyrimidine-5-carboxamide